C(C)(C)(C)C1N(C[C@@H]([C@H]1N)F)C(=O)O.CC1(C(C=C(C=C1)C)(O)C)O 1,2,4-trimethylbenzenediol tert-butyl-(3S,4S)-3-amino-4-fluoropyrrolidine-1-carboxylate